1,3-di-sec-butyl-4-trimethylsilylcyclopentadiene C(C)(CC)C1=CC(=C(C1)[Si](C)(C)C)C(C)CC